N-allylyl-2'-hydroxy-[1,1'-biphenyl]-2-sulfonamide C(C=C)=NS(=O)(=O)C=1C(=CC=CC1)C1=C(C=CC=C1)O